O=C1NC(CCC1N1C(C2=CC=C(C=C2C1)NC(=O)C1=CC2=CC=C(C=C2C=C1)OC)=O)=O N-(2-(2,6-dioxopiperidin-3-yl)-1-oxoisoindolin-5-yl)-6-methoxy-2-naphthamide